7-(benzofuran-5-yl)-2-(1-(2,2-difluoroethyl)piperidin-4-yl)-2,4-dimethyl-N-((6-methyl-4-(methylthio)-2-oxo-1,2-dihydropyridin-3-yl)methyl)benzo[d][1,3]dioxole-5-carboxamide O1C=CC2=C1C=CC(=C2)C2=CC(=C(C1=C2OC(O1)(C)C1CCN(CC1)CC(F)F)C)C(=O)NCC=1C(NC(=CC1SC)C)=O